2-(4-Fluoro-2-isopropyl-6-(2-methoxypyridin-4-yl)phenyl)-N-((4-hydroxy-4-methylpentyl)sulfonyl)acetamide, Potassium Salt [K].FC1=CC(=C(C(=C1)C1=CC(=NC=C1)OC)CC(=O)NS(=O)(=O)CCCC(C)(C)O)C(C)C